6-bromo-1-oxo-spiro[3H-isoquinoline-4,1'-cyclopropane] BrC=1C=C2C(=CC1)C(NCC21CC1)=O